2-(2-bromophenyl)-2-fluoro-acetic acid BrC1=C(C=CC=C1)C(C(=O)O)F